N'-(6,7-dihydroquinolin-8(5H)-ylidene)-4-(pyridin-2-yl)-4,7-diazaspiro[2.5]octane-7-thiohydrazide N1=CC=CC=2CCCC(C12)=NNC(=S)N1CCN(C2(CC2)C1)C1=NC=CC=C1